C(C(C)C)[Si](COCC)(COCC)CC(C)C diisobutylbis(ethoxymethyl)silane